CC(=O)OC[C@@H]1[C@H]([C@@H]([C@H]([C@@H](O1)O)OC(=O)C)OC(=O)C)OC(=O)C 2,3,4,6-tetra-O-acetyl-beta-D-glucopyranose